2-(di-3-hexynylamino)ethyl (R,S)-2-(p-isobutylphenyl)propionate C(C(C)C)C1=CC=C(C=C1)[C@H](C(=O)OCCN(CCC#CCC)CCC#CCC)C